C(C)(C)(C)C1N(CCCC1C=1C=CC=2N=CN=C(C2N1)NC1=C(C(=C(C=C1)F)Cl)F)C(=O)O[C@H]1CN(CC1)C1=NC(=NN2C1=CC=C2)Cl (R)-1-(2-chloropyrrolo[2,1-f][1,2,4]triazin-4-yl)pyrrolidin-3-ol tert-Butyl-3-(4-((3-chloro-2,4-difluorophenyl)amino)pyrido[3,2-d]pyrimidin-6-yl)piperidine-1-carboxylate